(E)-N-(3-bromophenyl)-2-hydroxyimino-3-oxobutanamide BrC=1C=C(C=CC1)NC(/C(/C(C)=O)=N/O)=O